FC1=CC=C(C=C1)N1C(C2(CC2)C(N1C1=CC=C(C=C1)F)=O)=O 5,6-bis(4-fluorophenyl)-5,6-diazaspiro[2.4]heptane-4,7-dione